N-(cis-2-(((cis-4-(2-cyanophenyl)cyclohexyl)oxy)methyl)-piperidin-3-yl)methanesulfonamide C(#N)C1=C(C=CC=C1)[C@H]1CC[C@H](CC1)OC[C@@H]1NCCC[C@@H]1NS(=O)(=O)C